(S)-2-((S)-4,4-difluoro-3-(6-oxo-1,6-dihydropyridin-3-yl)piperidin-1-yl)-N-(1-(3,5-difluorobenzyl)-1H-imidazol-4-yl)propanamide FC1([C@H](CN(CC1)[C@H](C(=O)NC=1N=CN(C1)CC1=CC(=CC(=C1)F)F)C)C1=CNC(C=C1)=O)F